5-(4-methylbenzoyl)imidazolo[1,2-a]pyridine CC1=CC=C(C(=O)C2=CC=CC=3N2C=CN3)C=C1